C(C(=C)C)(=O)O.CC1=C(C=C(C=C1)C(F)(F)F)O methyl-2-hydroxy(4-trifluoromethylbenzene) methacrylate